[Si](C)(C)(C(C)(C)C)OC1CC(C1)N(C([O-])=O)C1CN(C1)C1=CC(=C(C(=C1)F)[C@@H]1C(NC(CC1)=O)=O)F (1r,3r)-3-((tert-butyldimethylsilyl)oxy)cyclobutyl(1-(4-(2,6-dioxopiperidin-3-yl)-3,5-difluorophenyl)azetidin-3-yl)carbamate